Methyl (5-(trifluoromethyl)quinolin-8-yl)carbamate FC(C1=C2C=CC=NC2=C(C=C1)NC(OC)=O)(F)F